(2R,3S)-3-hydroxypyrrolidine-1,2-dicarboxylic acid 1-(tert-butyl) 2-methyl ester COC(=O)[C@@H]1N(CC[C@@H]1O)C(=O)OC(C)(C)C